N[C@H](C(=O)NC1=NC=CC(=C1)C(CC)NC(CCC(F)(F)F)=O)C1CCC(CC1)(F)F N-(1-(2-((S)-2-amino-2-(4,4-difluorocyclohexyl)acetamido)pyridin-4-yl)propyl)-4,4,4-trifluorobutanamide